2-(10-dodecyl-3-ethyl-8,14-dioxo-7,9,13-trioxa-3-azahexadecan-16-yl)propane-1,3-diyldioctanoate C(CCCCCCCCCCC)C(OC(OCCCN(CC)CC)=O)CCOC(CCC(CCCCCCCCC(=O)[O-])CCCCCCCCC(=O)[O-])=O